N-((1R,2S,5R)-2-((S)-3-((2-Chloro-6-(trifluoro-methyl)quinazolin-4-yl)-amino)-2-oxopyrrolidin-1-yl)-5-(isopropyl(meth-yl)amino)cyclohexyl)-acetamide ClC1=NC2=CC=C(C=C2C(=N1)N[C@@H]1C(N(CC1)[C@@H]1[C@@H](C[C@@H](CC1)N(C)C(C)C)NC(C)=O)=O)C(F)(F)F